FC=1C=C2CN(CC2=CC1)C(CNC12CC3(C[C@@H](C[C@H](C1)C3)C2)NC(=O)C=2SC(=CC2)C2=CC=CC=C2)=O N-((1s,3r,5R,7S)-3-((2-(5-fluoroisoindolin-2-yl)-2-oxoethyl)amino)adamantan-1-yl)-5-phenylthiophene-2-carboxamide